ClC1=C2N(C(C(=N1)NCC1=CC=3CCCCC3C=C1)=O)[C@@H](CC2)C(=O)OCC2=CC=CC=C2 benzyl (S)-1-chloro-4-oxo-3-(((5,6,7,8-tetrahydronaphthalen-2-yl)methyl)amino)-4,6,7,8-tetrahydropyrrolo[1,2-a]pyrazine-6-carboxylate